C1(CC1)C1=NC=NC(=C1C1=NC(=C2NC=NC2=N1)NCC1=CC=C(C=C1)N1N=CC(=N1)C)OC 2-(4-cyclopropyl-6-methoxypyrimidin-5-yl)-N-(4-(4-methyl-2H-1,2,3-triazol-2-yl)benzyl)-7H-purin-6-amine